CC=1N=C(SC1S(=O)(=O)N1CCN(CC1)C[C@H](C)NC1=NC=NC2=C(C=CC=C12)C1=CC(=CC=C1)CN1CCCC1)NC(OC)=O methyl N-[4-methyl-5-({4-[(2S)-2-[(8-{3-[(pyrrolidin-1-yl)methyl]phenyl}quinazolin-4-yl)amino]propyl]piperazin-1-yl}sulfonyl)-1,3-thiazol-2-yl]carbamate